FC=1C=C(C=C(C1)F)C1CC=NN1C(=O)C12CC(C1)(C2)CN2C=CN1N=C(C=C12)C (5-(3,5-difluorophenyl)-4,5-dihydro-1H-pyrazol-1-yl)(3-((6-methyl-1H-imidazo[1,2-b]pyrazol-1-yl)methyl)bicyclo-[1.1.1]pentan-1-yl)methanone